2-((4-hydroxyphenylethyl)amino)-4-phenylbutyramide OC1=CC=C(C=C1)CCNC(C(=O)N)CCC1=CC=CC=C1